Methyl 6-(6-phenoxy-pyridin-2-yl)-naphthalene-2-carboxylate O(C1=CC=CC=C1)C1=CC=CC(=N1)C=1C=C2C=CC(=CC2=CC1)C(=O)OC